2-amino-5-chloro-1-(5-methoxy-2,4-dimethylpyridin-3-yl)-1H-pyrrolo[2,3-b]pyridine-3-carboxamide NC1=C(C=2C(=NC=C(C2)Cl)N1C=1C(=NC=C(C1C)OC)C)C(=O)N